NC(C(=O)O)C(C(F)(F)F)NC1=NC=CC=C1 2-amino-4,4,4-trifluoro-3-[(pyridine-2-yl)-amino]butanoic acid